1-(5-bromo-6-methoxypyridin-2-yl)thiourea BrC=1C=CC(=NC1OC)NC(=S)N